C(C1=CC=CC=C1)OC1=C(C(=O)OCC)C=C(C(=C1)C=O)OCC1=CC=CC=C1 Ethyl 2,5-bis(benzyloxy)-4-formylbenzoate